2-{[5-Fluoro-3-(3-{4-[4-(oxetan-3-yl)piperazin-1-carbonyl]phenyl}-1,2-oxazol-5-yl)-1H-indazol-6-yl]oxy}ethan-1-ol FC=1C=C2C(=NNC2=CC1OCCO)C1=CC(=NO1)C1=CC=C(C=C1)C(=O)N1CCN(CC1)C1COC1